N-(4-(N-(2-(2-(dimethylamino)acetyl)-1,2,3,4-tetrahydroisoquinolin-6-yl)sulfamoyl)naphthalen-1-yl)-2-methylbenzamide CN(CC(=O)N1CC2=CC=C(C=C2CC1)NS(=O)(=O)C1=CC=C(C2=CC=CC=C12)NC(C1=C(C=CC=C1)C)=O)C